methyl 4-((4-(2-(4-cyclohexylphenyl)thiazol-5-yl)phenyl)sulfonamido)-3-methoxybenzoate C1(CCCCC1)C1=CC=C(C=C1)C=1SC(=CN1)C1=CC=C(C=C1)S(=O)(=O)NC1=C(C=C(C(=O)OC)C=C1)OC